N-monomethyl-β-aminoethyl vinyl ether C(=C)OCCNC